C1CC12NCCN(C2)C2=CC=C(N=N2)C2=C(N=C1N2C=C(C(=N1)OCC)C(=O)O)C (6-(4,7-diazaspiro[2.5]oct-7-yl)pyridazin-3-yl)-7-ethoxy-2-methylimidazo[1,2-a]pyrimidine-6-carboxylic acid